C(#N)C1=C(C=CC(=C1)C(F)(F)F)N1CCC(CC1)(C(=O)NC1CC(C1)N)C=1C=NC(=CC1)C=1N(C=CC1)C 1-[2-cyano-4-(trifluoromethyl)phenyl]-4-[6-(1-methyl-1H-pyrrol-2-yl)pyridin-3-yl]-N-[(1s,3s)-3-aminocyclobutyl]piperidine-4-carboxamide